ClC1=C(C(=O)O)C=CC(=C1)N1N=C(N=C1)C 2-chloro-4-(3-methyl-1H-1,2,4-triazol-1-yl)benzoic acid